(2R,3S)-butane-1,2,3,4-tetrayl tetrakis(3-oxobutanoate) O=C(CC(=O)OC[C@H]([C@H](COC(CC(C)=O)=O)OC(CC(C)=O)=O)OC(CC(C)=O)=O)C